CC1=CC(=NC=C1C=1N=CC2=CC(=NC=C2C1)NC)[C@@H](CC)O (1R)-1-{4-methyl-5-[7-(methylamino)-2,6-naphthyridin-3-yl]pyridin-2-yl}propan-1-ol